C(CCCCCCCCCCC)(=O)[O-].C(CCC)[Sn+2]CCCC.C(CCCCCCCCCCC)(=O)[O-] DiButyl-Tin Laurate